C(C)(C)(C)OC(CN1CCC(CC1)[C@](CC)(O)C=1C=C2C(N([C@@](C2=C(C1)F)(OC)C1=CC=C(C=C1)Cl)CC1=CC=C(C=C1)Cl)=O)=O 2-{4-[(1S)-1-[(1R)-1-(4-chlorophenyl)-2-[(4-chlorophenyl)methyl]-7-fluoro-1-methoxy-3-oxo-2,3-dihydro-1H-isoindol-5-yl]-1-hydroxypropyl]piperidin-1-yl}acetic acid tert-butyl ester